2-chloro-6-(4,6-dimethoxypyrimidin-2-ylsulfanyl)benzoic acid ClC1=C(C(=O)O)C(=CC=C1)SC1=NC(=CC(=N1)OC)OC